3-{imidazo[1,2-a]pyridin-6-ylmethyl}-1-(4-{3-oxa-8-azabicyclo[3.2.1]octane-8-sulfonyl}phenyl)urea N=1C=CN2C1C=CC(=C2)CNC(NC2=CC=C(C=C2)S(=O)(=O)N2C1COCC2CC1)=O